6-Hydroxy-5,7-dimethyl-beta-carboline OC=1C(=C2C=3C=CN=CC3NC2=CC1C)C